ethyl 2-(2-(2-fluoro-5-(trifluoromethoxy)benzoyl)-hydrazineyl)-2-oxoacetate FC1=C(C(=O)NNC(C(=O)OCC)=O)C=C(C=C1)OC(F)(F)F